FC1=C(CN2C(C3=NC=CN=C3C(=C2)C(=O)N[C@@H]2[C@H](CCCCC2)O)=O)C=CC(=C1)C1=NN(C=C1)C 6-(2-fluoro-4-(1-methyl-1H-pyrazol-3-yl)benzyl)-N-((1S,2S)-2-hydroxycycloheptyl)-5-oxo-5,6-dihydropyrido[3,4-b]pyrazine-8-carboxamide